NC=1C2=C(N=CN1)C=NC(=C2)C2=CC=C(S2)CNC2=NC=CC=1N=CN(C(C12)=O)[C@@H](C)C1=CC(=C(C=C1)F)F 5-({[5-(4-aminopyrido[3,4-d]pyrimidin-6-yl)thiophen-2-yl]methyl}amino)-3-[(1S)-1-(3,4-difluorophenyl)ethyl]pyrido[4,3-d]pyrimidin-4(3H)-one